C12CC(CCC2O1)COC(=O)C1CC2OC2CC1 7-oxabicyclo[4.1.0]hept-3-ylmethyl-7-oxabicyclo[4.1.0]heptan-3-carboxylate